3-(difluoromethoxy)-5-(methylsulfanyl)benzonitrile FC(OC=1C=C(C#N)C=C(C1)SC)F